methyl (1R,2S,5S)-3-((S)-2-(3-methoxycyclobutane-1-carboxamido)-3,3-dimethylbutanoyl)-6,6-dimethyl-3-azabicyclo[3.1.0]hexane-2-carboxylate COC1CC(C1)C(=O)N[C@H](C(=O)N1[C@@H]([C@H]2C([C@H]2C1)(C)C)C(=O)OC)C(C)(C)C